(S)-tert-butyl (1-(4-bromophenyl)ethyl)carbamate BrC1=CC=C(C=C1)[C@H](C)NC(OC(C)(C)C)=O